N1=CC=C(C=C1)CSCC1=CC=NC=C1 di(pyridine-4-ylmethyl)sulfane